4-((5-chloro-4-(1-methyl-1H-pyrazol-4-yl)pyrimidin-2-yl)amino)-N-(2-hydroxy-2-methylpropyl)-3-methoxybenzamide ClC=1C(=NC(=NC1)NC1=C(C=C(C(=O)NCC(C)(C)O)C=C1)OC)C=1C=NN(C1)C